Pentacarbon phosphonium salt [PH4+].[C+4].[C+4].[C+4].[C+4].[C+4]